C1(CC1)CNC1CCC(CC1)N1C(NC2=C1C=C(C(=C2)C=2C=C(C=1N(C2)N=CN1)OC)C)=O 1-((1S,4S)-4-((Cyclopropylmethyl)amino)cyclohexyl)-5-(8-methoxy-[1,2,4]triazolo[1,5-a]pyridin-6-yl)-6-methyl-1,3-dihydro-2H-benzo[d]imidazol-2-on